NC1=C(CCCC1)N (1S,2S)-(-)-1,2-diaminocyclohexaneN